(6R)-6-{[2-(1-ethyl-1H-pyrazol-4-yl)-7-(trifluoromethyl)[1,2,4]triazolo[1,5-c]quinazolin-5-yl]amino}-1,4-diazepin-5-one C(C)N1N=CC(=C1)C1=NN2C(=NC=3C(=CC=CC3C2=N1)C(F)(F)F)NC=1C(N=CC=NC1)=O